C(CCCCCCCCCCC)C1C(=O)N(C(C1)=O)C1CC(NC(C1)(C)C)(C)C 2-dodecyl-N-(2,2,6,6-tetramethyl-4-piperidyl)succinimide